4-amidino-1,2-phenylenediamine hydrochloride Cl.C(N)(=N)C1=CC(=C(C=C1)N)N